ethyl ({2-chloro-4-fluoro-5-[3-methyl-2,6-dioxo-4-(trifluoromethyl)-3,6-dihydropyrimidin-1(2H)-yl]phenyl}sulfanyl)(cyclopropyl)acetate ClC1=C(C=C(C(=C1)F)N1C(N(C(=CC1=O)C(F)(F)F)C)=O)SC(C(=O)OCC)C1CC1